OCC=1C(=NC=2N(N1)C=C(N2)[C@H](C2CCC(CC2)C)NC(OCC2=CC=CC=C2)=O)N2CCOCC2 benzyl ((S)-(2-(hydroxymethyl)-3-morpholinoimidazo[1,2-b][1,2,4]triazin-6-yl)((1R,4S)-4-methylcyclohexyl)methyl)carbamate